C(C)OC(=O)C1=COC2=C1C=CC(=C2)OC2=NN=NN2.OCC2CCC(O2)=O 5-hydroxymethyl-dihydrofuran-2-one Ethyl-6-((1H-Tetrazol-5-Yl)Oxy)Benzofuran-3-Carboxylate